5-{[2,6-bis(trifluoromethyl)phenyl]methoxy}-2-bromopyrimidine FC(C1=C(C(=CC=C1)C(F)(F)F)COC=1C=NC(=NC1)Br)(F)F